urea ammonium thiocyanate [S-]C#N.[NH4+].NC(=O)N